3-(benzyloxy)-1-(but-3-en-2-yl-(tert-butoxycarbonyl)amino)-4-oxo-5-((2,4,6-Trifluorobenzyl)carbamoyl)-1,4-dihydropyridine-2-carboxylic acid methyl ester COC(=O)C=1N(C=C(C(C1OCC1=CC=CC=C1)=O)C(NCC1=C(C=C(C=C1F)F)F)=O)N(C(=O)OC(C)(C)C)C(C)C=C